tris(1,3-dibromopropyl) phosphate P(=O)(OC(CCBr)Br)(OC(CCBr)Br)OC(CCBr)Br